(2-((2,4-dimethylphenyl)sulfinyl)phenyl)piperazine CC1=C(C=CC(=C1)C)S(=O)C1=C(C=CC=C1)N1CCNCC1